BrC=1C=C(C=C2N=C3C(=NC12)CCC3)F 8-bromo-6-fluoro-2,3-dihydro-1H-cyclopenta[b]quinoxaline